F[C@H]1C[C@H](NC1)C(=O)NC1=CSC2=C1N=C(N=C2N2[C@@H](COCC2)C)C2=C1C(=CN=C2)NC=C1 (2S,4S)-4-fluoro-N-(4-((R)-3-Methylmorpholino)-2-(1H-pyrrolo[2,3-c]pyridin-4-yl)thieno[3,2-d]pyrimidin-7-yl)pyrrolidine-2-carboxamide